CC1=NC=CC(=C1)C1=NOC(=N1)[C@H](CC)N (S)-1-(3-(2-methylpyridin-4-yl)-1,2,4-oxadiazol-5-yl)propan-1-amine